4-((2-cyanophenyl)thio)-6-(1-((1r,4r)-4-hydroxy-4-methylcyclohexyl)-1H-pyrazol-4-yl)pyrazolo[1,5-a]pyridine-3-carbonitrile C(#N)C1=C(C=CC=C1)SC=1C=2N(C=C(C1)C=1C=NN(C1)C1CCC(CC1)(C)O)N=CC2C#N